F[C@@H]1[C@H]2CCC[C@@H](C[C@@H]1OC1=CC=C(N=N1)C1=C(C=C(C=C1)C1=CN(C(O1)=O)C)O)N2 5-(4-(6-(((1r,2r,3s,5s)-2-fluoro-9-azabicyclo[3.3.1]non-3-yl)oxy)pyridazin-3-yl)-3-hydroxyphenyl)-3-methyl-oxazol-2(3H)-one